(3S)-N,5-dimethyl-3-((2-(2-(2-propenoyl)-2,6-diazaspiro[3.4]octan-6-yl)-7-(1,3-thiazol-2-yl)-4-quinazolinyl)amino)hexanamide CNC(C[C@H](CC(C)C)NC1=NC(=NC2=CC(=CC=C12)C=1SC=CN1)N1CC2(CN(C2)C(C=C)=O)CC1)=O